FC=1C=CC=2N(C3=CC=C(C=C3C2C1)F)C[C@@H]1OC1 (S)-3,6-difluoro-9-(oxiran-2-ylmethyl)-9H-carbazole